N-(2-chlorophenyl)pivaloyl-amide ClC1=C(C=CC=C1)[N-]C(C(C)(C)C)=O